CCCCCCCCCCCCCCCC=CC=CC(=O)O eicosadienic acid